BrC1=CC=C(C=C1)NC1=C(C#N)C=CC(=C1)C(F)(F)F 2-((4-bromophenyl)amino)-4-(trifluoromethyl)benzonitrile